ClC=1C(=NC(=NC1)NC1CCOCC1)C=1C=C2C(N(C(C2=CC1)CCN1C(C2=CC=CC=C2C1=O)=O)CC(N1CCC2=C(CC1)C=CC=C2)=O)=O 2-(2-(5-(5-chloro-2-((oxan-4-yl)amino)pyrimidin-4-yl)-3-oxo-2-(2-oxo-2-(1,2,4,5-tetrahydro-3H-benzo[d]azepin-3-yl)ethyl)isoindolin-1-yl)ethyl)isoindoline-1,3-dione